[Si](C)(C)(C(C)(C)C)OC1CCC(CC1)O (1s,4s)-4-((tert-butyldimethylsilyl)oxy)cyclohexan-1-ol